CC1(COC2=C(O1)C=CC(=C2)C(C)O)C 1-(2,2-dimethyl-2,3-dihydrobenzo[B][1,4]dioxin-6-yl)ethan-1-ol